C(C)OC(=O)C=1N=C2N(N=C(C=C2)Cl)C1C1=CC(=CC=C1)OC(F)(F)F 6-chloro-3-(3-(trifluoromethoxy)phenyl)imidazo[1,2-b]pyridazine-2-carboxylic acid ethyl ester